COC=1C=C2CCN(CC2=CC1NC1=NC2=CC(=CC=C2C=N1)C=1C=NC=C(C1)OC)C N-(6-methoxy-2-methyl-1,2,3,4-tetrahydroisoquinolin-7-yl)-7-(5-methoxypyridin-3-yl)quinazolin-2-amine